ClC1=C(C(=O)OC(C(=O)OCCOC)(C)C)C=C(C(=C1)F)NC(=O)OCC 2-methoxyethyl 2-{2-chloro-5-[(ethoxycarbonyl) amino]-4-fluorobenzoyloxy}-2-methylpropionate